tert-Butyl 4-(3-bromophenyl)piperazine-1-carboxylate BrC=1C=C(C=CC1)N1CCN(CC1)C(=O)OC(C)(C)C